ClC1=C(C=NN(C1=O)C)N[C@@H]1C[C@@H](CN(C1)C)C1=CC=C(C=C1)CN1CCN(CC1)C1=NC=CC(=C1)C1C(NC(CC1)=O)=O 3-[2-[4-[[4-[(3R,5R)-5-[(5-chloro-1-methyl-6-oxo-pyridazin-4-yl)amino]-1-methyl-3-piperidyl]phenyl]methyl]piperazin-1-yl]-4-pyridyl]piperidine-2,6-dione